(2s,7ar)-2-methoxy-6-methylenetetrahydro-1H-pyrrolizin CO[C@H]1C[C@H]2CC(CN2C1)=C